5-(4-pyridyl)-N-[2-(4-pyridyl)ethyl]imidazo[2,1-b][1,3,4]thiadiazol-2-amine N1=CC=C(C=C1)C1=CN=C2SC(=NN21)NCCC2=CC=NC=C2